2-pyrrolidinnitrile N1C(CCC1)C#N